(E)-6,7-Dichloro-N-((dimethylamino)methylene)-3-(1-(tetrahydro-2H-pyran-2-yl)-1H-pyrazol-4-yl)-1H-indole-2-carboxamide ClC1=CC=C2C(=C(NC2=C1Cl)C(=O)/N=C/N(C)C)C=1C=NN(C1)C1OCCCC1